OC=1C=C(C=CC1O)S(=O)(=O)C1=CC(=C(C=C1)O)O Bis(3,4-dihydroxyphenyl) sulfone